7-Isopropyl-4-((R)-3-(methylamino)pyrrolidin-1-yl)-6,7,8,9-tetrahydropyrimido[5,4-b][1,4]oxazepin-2-amine ditrifluoroacetic acid salt FC(C(=O)O)(F)F.FC(C(=O)O)(F)F.C(C)(C)C1CNC2=C(OC1)C(=NC(=N2)N)N2C[C@@H](CC2)NC